4-(benzyloxy)-3-(1,3-dioxolan-2-yl)-5-(trifluoromethyl)benzoic acid C(C1=CC=CC=C1)OC1=C(C=C(C(=O)O)C=C1C(F)(F)F)C1OCCO1